3-((2R,4S,5R)-5-((bis(4-methoxyphenyl)(phenyl)methoxy)methyl)-4-hydroxytetrahydrofuran-2-yl)-5-fluoropyrimidine-2,4(1H,3H)-dione COC1=CC=C(C=C1)C(OC[C@@H]1[C@H](C[C@@H](O1)N1C(NC=C(C1=O)F)=O)O)(C1=CC=CC=C1)C1=CC=C(C=C1)OC